phenethylantimony C(CC1=CC=CC=C1)[Sb]